ClC1=C2C(N(C=NC2=CC=C1NC=1C(=C(C=C(C1F)F)NS(=O)(=O)N1C[C@@H](CC1)F)F)C)=O (R)-N-(3-((5-chloro-3-methyl-4-oxo-3,4-dihydroquinazolin-6-yl)amino)-2,4,5-trifluorophenyl)-3-fluoropyrrolidine-1-sulfonamide